C(CCCCCCC\C=C/CCCCCCCC)(=O)OC[C@@H](OC(CCCCCCC\C=C/CCCCCCCC)=O)COP(=O)(O)OCCN |r| 1,2-dioleoyl-rac-glycero-3-phosphoethanolamine